C(C1=CC=CC=C1)(=O)CCC(=O)[O-].[Sn+2].C(C1=CC=CC=C1)(=O)CCC(=O)[O-] stannous β-benzoylpropionate